NCCCOCCOCCOCCCNC(=O)CCC(C(=O)O)NC(=O)C1=CC=C(C=C1)N(C)CC=1N=C2C(=NC(=NC2=NC1)N)N 4-[(3-{2-[2-(3-aminopropoxy)ethoxy]ethoxy}propyl)carbamoyl]2-[(4-{[(2,4-diaminopteridin-6-yl)methyl](methyl)amino}phenyl)formamido]butanoic Acid